[3-(10-Butyl-7,8-dimethyl-2,4-dioxo-4,10-dihydro-2H-benzo[g]pteridin-3-yl)-propyl]-pyridinium iodid [I-].C(CCC)N1C2=C(N=C3C(N(C(N=C13)=O)CCC[N+]1=CC=CC=C1)=O)C=C(C(=C2)C)C